C(C)(C)(C)OC1=NC=C(C(=N1)OC(C)(C)C)C=1C=C(C=2N(N1)C=CN2)OCCC(F)(F)F 6-(2,4-di-tert-butoxypyrimidin-5-yl)-8-(3,3,3-trifluoropropoxy)imidazo[1,2-b]pyridazine